C(C1=CC=CC=C1)N1N=NC(=C1)CN(CC=1N=NN(C1)CC1=CC=CC=C1)CC=1N=NN(C1)CC1=CC=CC=C1 tris[(1-benzyl-1H-1,2,3-triazole-4-yl)methyl]amine